C(#N)C1(CC1)CN1C=NC2=C1C=CC(=C2)C(=NO)N 1-((1-cyanocyclopropyl)methyl)-N'-hydroxy-1H-benzo[d]imidazole-5-carboxamidine